tert-butyl 2-(3-bromo-1H-pyrazol-1-yl)acetate BrC1=NN(C=C1)CC(=O)OC(C)(C)C